FC(C1=CC2=C(CCO2)C=C1)(F)F 6-trifluoromethyl-2,3-dihydro-benzofuran